6-chloro-3-(5-(2,2,2-trifluoroethyl)pyridin-3-yl)-1,2,4-triazine ClC1=CN=C(N=N1)C=1C=NC=C(C1)CC(F)(F)F